(2S)-2-methylpiperazine-1-carboxylic acid benzyl ester C(C1=CC=CC=C1)OC(=O)N1[C@H](CNCC1)C